C1(CC1)C1=C(C=CC(=C1)N1C[C@H](NCC1)C)NC1=NC=C(C(=N1)C1=CC2=C(CN(CCS2(=O)=O)C2COC2)S1)C(F)(F)F (R)-7-(2-((2-cyclopropyl-4-(3-methylpiperazin-1-yl)phenyl)amino)-5-(trifluoromethyl)pyrimidin-4-yl)-4-(oxetan-3-yl)-2,3,4,5-tetrahydrothieno[2,3-f][1,4]thiazepine 1,1-dioxide